C(C)OC1=C(C=C(C=N1)C=O)F 6-ETHOXY-5-FLUORO-PYRIDINE-3-CARBALDEHYDE